3-amino-N-{2-[3-amino-4-(1,1-difluoro-2-methoxyethyl)pyrrolidin-1-yl]-4-fluoro-5,6,7,8-tetrahydroquinolin-6-yl}-5-fluoro-6-methylthieno[2,3-b]pyridine-2-carboxamide NC1=C(SC2=NC(=C(C=C21)F)C)C(=O)NC2CC=1C(=CC(=NC1CC2)N2CC(C(C2)C(COC)(F)F)N)F